ClC1=CC2=C(N(CN=C2)C2=C(C=C(C=C2C)S(=O)C)C(C)C)N=C1C1=C(C=CC=C1)F 6-chloro-7-(2-fluorophenyl)-1-(2-isopropyl-6-methyl-4-(methylsulfinyl)phenyl)pyrido[2,3-d]pyrimidin